C(C)(C)(C)OC(=O)N1C(=CC2=C(C=CC=C12)C=C(C)C)CN1C(C(=CC=C1)[N+](=O)[O-])=O.C1(=CC=CC=2C3=CC=CC=C3C=CC12)C=1C(=C(C=2C=CC3=CC=CC=C3C2C1)C1=CC=CC=C1)C1=CC=CC=C1 phenanthrenyl-diphenylphenanthrene tert-butyl-4-(2-methylprop-1-en-1-yl)-2-((3-nitro-2-oxopyridin-1(2H)-yl)methyl)-1H-indole-1-carboxylate